mono-benzyl octadecanedioate C(CCCCCCCCCCCCCCCCC(=O)[O-])(=O)OCC1=CC=CC=C1